ClC1=C(C=CC=C1)[C@@H]([C@@H](C)C=1N(C(C(=C(N1)C(=O)NC=1C=NOC1)O)=O)C)C=1C=NN(C1)C 2-((1s,2r)-1-(2-chlorophenyl)-1-(1-methyl-1H-pyrazol-4-yl)propan-2-yl)-5-hydroxy-N-(isoxazol-4-yl)-1-methyl-6-oxo-1,6-dihydropyrimidine-4-carboxamide